(+/-)-3-methyl-2-pentanol CC(C(C)O)CC